N-(4-hydroxybicyclo[2.2.2]oct-1-yl)-6-(4-(4-(methylsulfonyl)piperazin-1-yl)phenyl)pyrazolo[1,5-a]pyrimidine-3-carboxamide OC12CCC(CC1)(CC2)NC(=O)C=2C=NN1C2N=CC(=C1)C1=CC=C(C=C1)N1CCN(CC1)S(=O)(=O)C